O=C1NCC=2C=C(C=NC2C1)B(O)O (7-oxo-6,8-dihydro-5H-1,6-naphthyridin-3-yl)boronic acid